4-(4-bromophenyl)-3,3-dimethylazetidin-2-one BrC1=CC=C(C=C1)C1C(C(N1)=O)(C)C